The molecule is a tetramethoxyflavone that is flavone substituted by methoxy groups at positions 5, 6, 7 and 8 and an acetoxy group at position 4'. It is a tetramethoxyflavone and an acetate ester. It derives from a flavone. CC(=O)OC1=CC=C(C=C1)C2=CC(=O)C3=C(O2)C(=C(C(=C3OC)OC)OC)OC